FC(COC1=C(C=C(C(=N1)OC)NS(=O)(=O)C=1C=2C=CN(C(C2C=CC1)=O)CC)F)F N-[6-(2,2-difluoroethoxy)-5-fluoro-2-methoxy-3-pyridyl]-2-ethyl-1-keto-isoquinoline-5-sulfonamide